tantalum pentan-propoxide [O-]CCC.[O-]CCC.[O-]CCC.[O-]CCC.[O-]CCC.[Ta+5]